2-(2,4-difluorophenyl)-1,1-difluoro-3-(1H-tetrazol-1-yl)propan-2-ol FC1=C(C=CC(=C1)F)C(C(F)F)(CN1N=NN=C1)O